C(=C)C(C(=O)O)=CC(CC(CC(CC1=CC=CC2=CC=CC=C12)C=C)C=C)C=C 2,4,6,8-tetravinyl-9-naphthyl-nonenoic acid